6-(trifluoromethoxy)-[1,2,4]triazolo[1,5-a]pyridin-2-amine FC(OC=1C=CC=2N(C1)N=C(N2)N)(F)F